C1=CC=CC=2C3=CC=CC=C3C(C12)N(C(C(=O)O)(C)C)C(=O)OC 2-(9H-fluoren-9-yl-methoxycarbonylamino)-2-methylpropanoic acid